FC=1C=CC2=C(N(N=N2)C)C1 6-fluoro-1-methyl-benzotriazole